(2R)-4-[6-[3-(5-chloro-2-fluoro-phenyl)-1H-pyrazol-4-yl]-1,5-naphthyridin-3-yl]-N-isopropyl-piperazine-2-carboxamide ClC=1C=CC(=C(C1)C1=NNC=C1C=1N=C2C=C(C=NC2=CC1)N1C[C@@H](NCC1)C(=O)NC(C)C)F